BrC1=CC2=C(CCO[C@]23C[C@@H](N(CC3)CC=3N=NN(C3)CCS(=O)(=O)C)C)S1 (2'S,4R)-2-bromo-2'-methyl-1'-[[1-(2-methylsulfonylethyl)triazol-4-yl]methyl]spiro[6,7-dihydrothieno[3,2-c]pyran-4,4'-piperidine]